COCC1=C(C(=C(C=O)C(=C1F)F)C)F 4-methoxymethyl-2-methyl-3,5,6-trifluorobenzaldehyde